C1=CCCCC1 cyclohexen